FC1=C(C=C(C=C1)F)[C@@H]1N(OCC1)C1=CC(=NC=N1)NC=1C(=CC(=C(C1)NC(C=C)=O)N1CCC(CC1)N1CCN(CC1)C)OC N-(5-((6-((R)-3-(2,5-difluorophenyl)isoxazolidine-2-yl)pyrimidine-4-yl)amino)-4-methoxy-2-(4-(4-methylpiperazine-1-yl)piperidine-1-yl)phenyl)acrylamide